NC1=NC(=NC=C1NC(=O)C1=NC2=C(N1)C=CC=C2)C2=CC(=C(C=C2)OC)Cl N-[4-amino-2-(3-chloro-4-methoxy-phenyl)pyrimidin-5-yl]-1H-benzimidazole-2-carboxamide